C[C@H](CC[C@@H](C(C)(CO)O)O)[C@H]1CC[C@@H]2[C@@]1([C@H](C[C@H]3[C@H]2[C@@H](C[C@H]4[C@@]3(CC[C@H](C4)O)C)O)O)C 5β-cholestanehexol